FC(OC1=C(C=C(CNC(C(C)C)=O)C=C1)C=1NC(C=C(N1)C=1C=NC(=CC1)C(F)(F)F)=O)F N-(4-difluoromethoxy-3-{6-oxo-4-[6-(trifluoromethyl)pyridin-3-yl]-1,6-dihydropyrimidin-2-yl}benzyl)isobutyramide